(±)-4,5-Dichloro-N-[3-(3-cyanophenyl)-3-piperidyl]-1-methyl-indole-2-carboxamide ClC1=C2C=C(N(C2=CC=C1Cl)C)C(=O)N[C@@]1(CNCCC1)C1=CC(=CC=C1)C#N |r|